C(CCCCCCC)C1=CN=C(O1)CC(C(=O)O)=C 2-((5-octyloxazol-2-yl)methyl)acrylic acid